5-(3-Chloro-5-fluorobenzamido)-4-(2-chloro-5-fluorophenyl)-N-methyl-2-oxo-1,2,3,4-tetrahydro-7H-pyrrolo[2,3-d]pyrimidine-7-carboxamide ClC=1C=C(C(=O)NC2=CN(C=3NC(NC(C32)C3=C(C=CC(=C3)F)Cl)=O)C(=O)NC)C=C(C1)F